C(C=C)OC(C(CN1CCC2N(CC(C21)(F)F)C(=O)OC(C)(C)C)(C)C)=O tert-butyl 4-(3-(allyloxy)-2,2-dimethyl-3-oxopropyl)-3,3-difluorohexahydropyrrolo[3,2-b]-pyrrole-1(2H)-carboxylate